C(C=C)C1C(=O)OCC1 α-allyl-γ-butyrolactone